1-[2-chloro-4-[[5-(2,3-difluoro-4-methoxy-phenyl)-1-methyl-imidazole-2-carbonyl]amino]benzoyl]-N-(4-piperidinylmethyl)piperidine-4-carboxamide ClC1=C(C(=O)N2CCC(CC2)C(=O)NCC2CCNCC2)C=CC(=C1)NC(=O)C=1N(C(=CN1)C1=C(C(=C(C=C1)OC)F)F)C